2-((1r,2r)-1-(2-cyano-5-fluorophenyl)-1-(1-ethyl-1H-pyrazol-4-yl)propan-2-yl)-5-hydroxy-N-(isoxazol-4-yl)-1-methyl-6-oxo-1,6-dihydropyrimidine-4-carboxamide C(#N)C1=C(C=C(C=C1)F)[C@@H]([C@@H](C)C=1N(C(C(=C(N1)C(=O)NC=1C=NOC1)O)=O)C)C=1C=NN(C1)CC